3,2-dioxa-phosphorinane P1OOCCC1